(5r,6s)-5-(4-chloro-3-fluorophenyl)-6-(6-chloropyridin-3-yl)-6-methyl-3-(prop-2-yl)-5,6-dihydro-imidazo[2,1-b][1,3]thiazole-2-carboxylic acid ClC1=C(C=C(C=C1)[C@@H]1[C@](N=C2SC(=C(N21)C(C)C)C(=O)O)(C)C=2C=NC(=CC2)Cl)F